C1(=CC=CC=C1)C(=O)C1=CC=C(C=C1)C(F)(F)F phenyl-(4-(trifluoromethyl)phenyl)methanone